NC=1C2=C(N=CN1)N(C=C2C2=CC(=C(C=C2)NC(=O)NC2=CC(=C(C=C2)CN2CCN(CC2)C)C#N)F)C2CC2 1-(4-(4-amino-7-cyclopropyl-7H-pyrrolo[2,3-d]pyrimidin-5-yl)-2-fluorophenyl)-3-(3-CYANO-4-((4-methylpiperazin-1-yl)methyl)phenyl)urea